ClC=1C=C(C=C(C1)NS(=O)(=O)C)NC(=O)C=1SC(=C(C1)C1=NC=CC=C1O[C@@H](C)C=1C=NC=C(C1)F)C (S)-N-(3-chloro-5-(methylsulfonamido)phenyl)-4-(3-(1-(5-fluoropyridin-3-yl)ethoxy)pyridin-2-yl)-5-methylthiophene-2-carboxamide